C12(CNCC2C1)C1=CC=C(C=N1)N1N=CC2=NC(=C(C=C21)OC)C2=C1CCCC1=CC=C2 (6-(3-azabicyclo[3.1.0]hex-1-yl)pyridin-3-yl)-5-(2,3-dihydro-1H-inden-4-yl)-6-methoxy-1H-pyrazolo[4,3-b]pyridine